4-((1R,2S,5R)-6-(((3-(heptyloxy)-2,2-dimethyl-3-oxopropoxy)sulfonyl)oxy)-7-oxo-1,6-diazabicyclo[3.2.1]octane-2-carboxamido)piperidin-1-ium 2,2,2-trifluoroacetate FC(C(=O)[O-])(F)F.C(CCCCCC)OC(C(COS(=O)(=O)ON1[C@@H]2CC[C@H](N(C1=O)C2)C(=O)NC2CC[NH2+]CC2)(C)C)=O